N-(3-((4-(methylsulfonyl)piperazin-1-yl)methyl)-5-(quinoxalin-2-yl)phenyl)acrylamide CS(=O)(=O)N1CCN(CC1)CC=1C=C(C=C(C1)C1=NC2=CC=CC=C2N=C1)NC(C=C)=O